m-Ethoxybenzamid C(C)OC=1C=C(C(=O)N)C=CC1